3,3-bis(p-dimethylamino-phenyl)phthalide CN(C1=CC=C(C=C1)C1(OC(=O)C2=CC=CC=C12)C1=CC=C(C=C1)N(C)C)C